COC=1C=C(C(=O)Br)C=C(C1)OC 3,5-dimethoxybenzoyl bromide